ethyl 2-(2-((5-(3-(aminomethyl)phenyl)-7-(methylamino)benzofuran-3-yl)methoxy)phenyl)acetate NCC=1C=C(C=CC1)C=1C=C(C2=C(C(=CO2)COC2=C(C=CC=C2)CC(=O)OCC)C1)NC